5-(3-hydroxy-2-phenylpropyl)-2-methoxyphenol OCC(CC=1C=CC(=C(C1)O)OC)C1=CC=CC=C1